(5'S)-1'-(t-butoxycarbonyl)-3-oxo-3,4-dihydrospiro[benzo[b][1,4]oxazine-2,3'-pyrrolidine]-5'-carboxylic acid C(C)(C)(C)OC(=O)N1CC2(C[C@H]1C(=O)O)C(NC1=C(O2)C=CC=C1)=O